C(C)(C)OC(CCN(C)C(CCCCCCCCCCC)=O)=O N-lauroyl-N-methyl-β-alanine isopropyl ester